2-(2-hydroxy-3,5-di-tert-amyl-phenyl)-5-chlorobenzotriazole OC1=C(C=C(C=C1C(C)(C)CC)C(C)(C)CC)N1N=C2C(=N1)C=CC(=C2)Cl